FC=1C=2N(C=C(C1)C1=CC=C3C(N(C=NC3=C1)[C@@H]1C[C@@H](NCC1)C)=O)C=C(N2)C 7-(8-fluoro-2-methylimidazo[1,2-a]pyridin-6-yl)-3-((2S,4S)-2-methylpiperidin-4-yl)quinazolin-4(3H)-one